FC(C(C)N)C1=CC2=C(C(=CO2)F)C=C1 1-fluoro-1-(3-fluorobenzofuran-6-yl)propan-2-amine